5-chloro-4-methyl-1H-pyrrolo[2,3-c]pyridine ClC=1C(=C2C(=CN1)NC=C2)C